BrN1C(CC2=CC=CC=C12)=O bromo-indolin-2-one